COC1=C(C=CC(=C1)OC)C(\C=C\C1=CC(=CC=C1)O)=O (E)-1-(2,4-Dimethoxyphenyl)-3-(3-hydroxyphenyl)prop-2-en-1-one